N-(4-((5-(benzyloxy)-3-fluoro-2-(o-tolyl)-1H-indol-1-yl)methyl)phenethyl)cyclopropanamine C(C1=CC=CC=C1)OC=1C=C2C(=C(N(C2=CC1)CC1=CC=C(CCNC2CC2)C=C1)C1=C(C=CC=C1)C)F